C=CC(C)(C)C=1C(=C(C=C(C=CC(=O)[O-])C1)C(C)(C)C)O methylene(3,5-di-tert-butyl-4-hydroxycinnamate)